6-(1-methyl-1H-pyrazol-4-yl)-4-(6-(piperazin-1-yl)pyridin-3-yl)pyrazolo[1,5-a]Pyridine-3-carbonitrile tetrahydrochloride Cl.Cl.Cl.Cl.CN1N=CC(=C1)C=1C=C(C=2N(C1)N=CC2C#N)C=2C=NC(=CC2)N2CCNCC2